2-{6-[(3S,5R)-3,5-dimethylpiperazin-1-yl]pyridazin-3-yl}-5-(2-methyl-[1,2,4]triazolo[1,5-a]pyridin-6-yl)pyridin-3-ol tert-butyl-(R)-4-ethyl-1,2,3-oxathiazolidine-3-carboxylate C(C)(C)(C)[C@]1(N(SOC1)C(=O)OC=1C(=NC=C(C1)C=1C=CC=2N(C1)N=C(N2)C)C=2N=NC(=CC2)N2C[C@@H](N[C@@H](C2)C)C)CC